(7-methyl-6-(1-methyl-1H-indol-5-yl)imidazo[1,2-a]pyridin-3-yl)(4-nitrophenyl)methanone tert-butyl-2-(((((benzyloxy)carbonyl)amino)oxy)methyl)-2,5-dihydro-1H-pyrrole-1-carboxylate C(C)(C)(C)OC(=O)N1C(C=CC1)CONC(=O)OCC1=CC=CC=C1.CC1=CC=2N(C=C1C=1C=C3C=CN(C3=CC1)C)C(=CN2)C(=O)C2=CC=C(C=C2)[N+](=O)[O-]